5-(2-chlorophenoxy)-3-(((6-fluoropyridin-3-yl)methyl)amino)-4H-benzo[e][1,2,4]thiadiazine 1,1-dioxide ClC1=C(OC2=CC=CC3=C2NC(=NS3(=O)=O)NCC=3C=NC(=CC3)F)C=CC=C1